CC1=NC=NC(=N1)C 4,6-dimethyl-s-triazine